(E)-7-(3-(4-dimethylaminobenzylidene)-2,5-dioxopyrrolidinyl)heptanoic acid ethyl ester C(C)OC(CCCCCCN1C(/C(/CC1=O)=C/C1=CC=C(C=C1)N(C)C)=O)=O